CO\N=C(\C(=O)NC)/C1=C(C=CC=C1)CO/N=C(\C)/C1=CC(=CC=C1)C(F)(F)F (2E)-2-(Methoxyimino)-N-methyl-2-(2-{[({(1E)-1-[3-(trifluoromethyl)phenyl]ethylidene}amino)oxy]methyl}phenyl)acetamide